3-Phenylfuran-2(5H)-one C1(=CC=CC=C1)C=1C(OCC1)=O